C(CCC)C1=C(C(=C(C(=N1)O)C(=O)N1C[C@H](CC1)C1=CC=CC=C1)O)C1=CC(=CC=C1)C(C)C 6-butyl-3-[(3R)-3-phenylpyrrolidine-1-carbonyl]-5-[3-(propan-2-yl)phenyl]pyridine-2,4-diol